S1C2=C(C=C1)C=CC=C2N[C@@H]2CN(CC2)CC(=O)N2[C@@H](CCC2)C#N (S)-1-(2-((S)-3-(Benzo[b]thiophen-7-ylamino)pyrrolidin-1-yl)acetyl)pyrrolidin-2-carbonitril